COC1=NC=CC=C1C(C)(C)NC(=O)C=1C=2C[C@@H]3[C@H](C2N(N1)C1=C(C=C(C=C1)F)F)C3 (1aR,5aR)-2-(2,4-Difluoro-phenyl)-1a,2,5,5a-tetrahydro-1H-2,3-diaza-cyclopropa[a]pentalene-4-carboxylic acid [1-(2-methoxy-pyridin-3-yl)-1-methyl-ethyl]amide